pyridylboronic acid compound with water O.N1=C(C=CC=C1)B(O)O